ethyl 7-[4-(2-oxo-1,2-dihydropyridin-3-yl) piperidin-1-yl]-3-oxa-9-azabicyclo[3.3.1]nonane-9-carboxylate O=C1NC=CC=C1C1CCN(CC1)C1CC2COCC(C1)N2C(=O)OCC